5-chloro-8-[2,6-difluoro-4-({2-[(2-hydroxyethyl)amino]ethyl}amino)phenyl]-10-ethyl-14-fluoro-3,8,10,12-tetraazatricyclo[9.4.0.02,7]pentadeca-1(11),2(7),3,5,12,14-hexaen-9-one ClC=1C=NC=2C=3C=C(C=NC3N(C(N(C2C1)C1=C(C=C(C=C1F)NCCNCCO)F)=O)CC)F